ClC1=C(C=C(C=C1)F)C=1CCC(N(C1C1=C(C=C(C=C1F)F)F)CC)=O 5-(2-chloro-5-fluorophenyl)-1-ethyl-6-(2,4,6-trifluorophenyl)-3,4-dihydropyridin-2(1H)-one